methyl 2-(1-cyclopropylvinyl)-6-(4-fluorophenyl)isonicotinate C1(CC1)C(=C)C=1C=C(C(=O)OC)C=C(N1)C1=CC=C(C=C1)F